3-(5,5-dimethyl-1,3-dioxan-2-yl)-5-fluoro-4-hydroxybenzamide CC1(COC(OC1)C=1C=C(C(=O)N)C=C(C1O)F)C